N-[5-(2,2-difluoroethoxy)-4,6-dimethoxy-pyrimidin-2-yl]-6-methyl-7-(2-pyrimidinyl)-1H-indole-3-sulfonamide FC(COC=1C(=NC(=NC1OC)NS(=O)(=O)C1=CNC2=C(C(=CC=C12)C)C1=NC=CC=N1)OC)F